CN1N=CC(=N1)C1=C2C=NN(C2=C(C=C1)B1OC(C(O1)(C)C)(C)C)COCC[Si](C)(C)C 4-(2-methyl-2H-1,2,3-triazol-4-yl)-7-(4,4,5,5-tetramethyl-1,3,2-dioxaborolan-2-yl)-1-((2-(trimethylsilyl)ethoxy)methyl)-1H-indazole